ClC=1C(=C(C(=C(C1)[C@H]1[C@H](O[C@]([C@@H]1C)(C(F)(F)F)C)C(=O)NC1=CC(=NC=C1)C(=O)N)OC)F)F 4-[[(2S,3s,4r,5r)-3-(5-chloro-3,4-difluoro-2-methoxy-phenyl)-4,5-dimethyl-5-(trifluoromethyl)tetrahydrofuran-2-carbonyl]amino]pyridine-2-carboxamide